[Zn].[Mg].[Al].[Ca] calcium-aluminum-magnesium-zinc